NC1CN(C1)C(=O)OC1CC1 cyclopropyl 3-aminoazetidine-1-carboxylate